N-((3,3-difluorocyclobutyl)methyl)-5-(2-((2-fluoro-2-methylpropyl)amino)-7H-pyrrolo[2,3-d]pyrimidin-5-yl)pyrazolo[1,5-a]pyridine-3-carboxamide FC1(CC(C1)CNC(=O)C=1C=NN2C1C=C(C=C2)C2=CNC=1N=C(N=CC12)NCC(C)(C)F)F